CCCCCCCCC(CCCCCCCC)OC(CCCCCCC(CCCCCCC(=O)O)=O)=O 15-(heptadecan-9-yloxy)-8,15-dioxopentadecanoic acid